OCC1N(CCCC1)C=O [2-(hydroxymethyl)-piperidin-1-yl]-methanone